ClC=1C(=C(C=CC1Cl)NC1=NC=NC2=CC(=C(C=C12)NC(C=C)=O)C#C[C@]12CN(C[C@@H]2C1)C)F N-(4-((3,4-dichloro-2-fluorophenyl)amino)-7-(((1S,5R)-3-methyl-3-azabicyclo[3.1.0]hexan-1-yl)ethynyl)quinazolin-6-yl)acrylamide